C(C)(C)(C)OC(=O)N1CCC(=C(C1=O)C(NC1=C(C(=CC(=C1)F)Cl)OC)=S)O 5-[(3-chloro-5-fluoro-2-methoxyphenyl)thiocarbamoyl]-4-hydroxy-6-oxo-3,6-dihydropyridine-1(2H)-carboxylic acid tert-butyl ester